3-(3-(3-methoxyphenyl)-4-thiazolinonyl)-N-(4-1-N-pyrazolylbutyl)benzamide COC=1C=C(C=CC1)N1C(SC=C1C=1C=C(C(=O)NCCCCN2N=CC=C2)C=CC1)=O